COC(C(N)C1=CC=C(C=C1)O)=O p-hydroxyphenylglycine methyl ester